COC(C(C(C)=O)=CC1=CC(=CC=C1)[N+](=O)[O-])=O 2-(3-nitrobenzylidene)-3-oxobutanoic acid methyl ester